OC1(CCNCC1)CN1C=NC2=C(C1=O)C=NN2C2=CC=C(C=C2)C 5-((4-hydroxypiperidin-4-yl)methyl)-1-p-tolyl-1H-pyrazolo[3,4-d]pyrimidin-4(5H)-one